2-((1H-pyrrolo[2,3-b]pyridin-5-yl)oxy)-4-(4-((4,4-dimethyl-2-(3-methylbicyclo[1.1.1]pentan-1-yl)cyclohex-1-en-1-yl)methyl)piperazin-1-yl)benzoic acid N1C=CC=2C1=NC=C(C2)OC2=C(C(=O)O)C=CC(=C2)N2CCN(CC2)CC2=C(CC(CC2)(C)C)C21CC(C2)(C1)C